(R)-4-[4-(2-acetamido-1-methylethyl)phenylamino]-6-hydroxy-7-methoxyquinazoline C(C)(=O)NC[C@H](C)C1=CC=C(C=C1)NC1=NC=NC2=CC(=C(C=C12)O)OC